CC(C(C=1C=C(C(=O)O[O-])C=CC1)(C)C)(CC)C 3-tetramethylbutylperoxybenzoate